(3R,4S)-[1-tert-butoxycarbonyl-4-(3-cyanophenyl)-4-hydroxy-piperidin-3-yl]methyl-dimethylammonium C(C)(C)(C)OC(=O)N1C[C@@H]([C@](CC1)(O)C1=CC(=CC=C1)C#N)C[NH+](C)C